C(C)(C)N1N=CC=C1C1=CSC2=C1N=C(N=C2N2C(COCC2)C)C2=C1C=CNC1=CC=C2 7-(1-Isopropyl-1H-pyrazol-5-yl)-2-(1H-indol-4-yl)thieno[3,2-d]pyrimidine-4-yl-3-methylmorpholine